m-tolualdehyde-2,4-dinitrophenylhydrazone [N+](=O)([O-])C1=C(C=CC(=C1)[N+](=O)[O-])NN=CC=1C=C(C=CC1)C